bis(4-hydroxyphenyl)-1-phenyl-ethane OC1=CC=C(C=C1)C(C)(C1=CC=CC=C1)C1=CC=C(C=C1)O